(S)-1-(2-ethynylthiazol-4-yl)-3-(3-hydroxy-1-oxo-1-(6-azaspiro[2.5]oct-6-yl)propan-2-yl)urea C(#C)C=1SC=C(N1)NC(=O)N[C@H](C(N1CCC2(CC2)CC1)=O)CO